Methyl 7-carbamoyl-2-cyclopentyl-8-(naphthalen-1-ylmethyl)-6-oxo-9-(3-(trifluoro methyl)phenyl)-3,4-dihydro-2H,6H-pyrido[1,2-e][1,2,5]thiadiazine-4-carboxylate 1,1-dioxide C(N)(=O)C1=C(C(=C2N(C(CN(S2(=O)=O)C2CCCC2)C(=O)OC)C1=O)C1=CC(=CC=C1)C(F)(F)F)CC1=CC=CC2=CC=CC=C12